COC1=C(C=C(C=C1)N1CCN(CC1)C)NC1=NC=2C3=C(CCC2C=N1)C(=NN3C)C(=O)N 8-(2-methoxy-5-(4-methylpiperazine-1-yl)phenylamino)-1-methyl-4,5-dihydropyrazolo[4,3-h]quinazoline-3-formamide